6-chloro-9H-carbazol-2-ol ClC=1C=C2C=3C=CC(=CC3NC2=CC1)O